O=C1NC(CCC1N1C(C2=CC=C(C=C2C1=O)N1CCN(CC1)CCCN1CCN(CC1)C1=CC=C(C(=O)C=2C3=C(SC2C2=CC=C(C=C2)B(O)O)C=C(C=C3)O)C=C1)=O)=O (4-(3-(4-(4-(3-(4-(2-(2,6-dioxopiperidin-3-yl)-1,3-dioxoisoindolin-5-yl)piperazin-1-yl)propyl)piperazin-1-yl)benzoyl)-6-hydroxybenzo[b]thiophen-2-yl)phenyl)boronic acid